FC(C(=O)N)(C(C)(C1=CC=C(C=C1)C(F)(F)F)O)F 2,2-difluoro-3-hydroxy-3-(4-(trifluoromethyl)phenyl)butanamide